C12CN(CC(CC1)N2)C=2OC1=C(N2)C=C(C=C1C=1SC=CN1)OCC1COC1 2-(3,8-diazabicyclo[3.2.1]octan-3-yl)-5-(oxetan-3-ylmethoxy)-7-(thiazol-2-yl)benzo[d]oxazole